2-chloro-N-(1,3-dioxo-1,3-dihydroisobenzofuran-5-yl)acetamide ClCC(=O)NC=1C=C2C(OC(C2=CC1)=O)=O